C(C)(C)C1=C(C=CC(=C1)O)O 2-isopropyl-1,4-benzenediol